4-amino-N-cyclopropyl-7-fluoro-N-((6-(trifluoromethyl)-3-pyridazinyl)methyl)-1,3-dihydrofuro[3,4-c]quinoline-8-carboxamide NC1=NC=2C=C(C(=CC2C2=C1COC2)C(=O)N(CC=2N=NC(=CC2)C(F)(F)F)C2CC2)F